BrC1=CC2=C(N=C(N(C2=O)CCC)O)N=C1 6-bromo-2-hydroxy-3-propylpyrido[2,3-d]pyrimidin-4(3H)-one